2,4-bis(benzhydryl)-6-chloro-aniline C(C1=CC=CC=C1)(C1=CC=CC=C1)C1=C(N)C(=CC(=C1)C(C1=CC=CC=C1)C1=CC=CC=C1)Cl